N[C@@]1(CN(CCC1)C([C@@H](CC(=O)OC(C1=C(C=CC=C1)Cl)(C1=CC=CC=C1)C1=CC=CC=C1)CC=1C=NC=CC1)=O)CC1=CC=C(C=C1)Cl chlorotrityl (R)-4-((R)-3-amino-3-(4-chlorobenzyl)piperidin-1-yl)-4-oxo-3-(pyridin-3-ylmethyl)-butanoate